N1(CCCC1)C 1-(pyrrolidin-1-yl)methane